3-(1-oxo-5-(((1R,2S)-2-(3-(quinoxalin-2-yl)azetidin-1-yl)cyclohexyl)oxy)isoindolin-2-yl)piperidine-2,6-dione O=C1N(CC2=CC(=CC=C12)O[C@H]1[C@H](CCCC1)N1CC(C1)C1=NC2=CC=CC=C2N=C1)C1C(NC(CC1)=O)=O